CN(CC(=O)O)C(CN(C1=CC=C2C(=CC(OC2=C1)=O)C1=C(C=CC=C1)C)C)=O N-methyl-N-(N-methyl-N-(2-oxo-4-(o-tolyl)-2H-chromen-7-yl)glycyl)glycine